CC=1CC2=CC=CC(=C2C1)C1=CC=C(C=C1)C(C)(C)C 2-methyl-4-(4'-tert-butylphenyl)indene